COC1=C(N)C=CC(=C1)N1CCN(CC1)C 2-methoxy-4-(4-methyl-Piperazin-1-yl)aniline